S1C(=NC2=C1C=CC=C2)C=2C=C(C(=O)NO)C=CC2 3-(benzo[d]thiazol-2-yl)-N-hydroxybenzoamide